N-(2-methylpentan-3-yl)undecane-1,11-diamine CC(C)C(CC)NCCCCCCCCCCCN